manganese manganous phosphate P(=O)([O-])([O-])[O-].[Mn+2].[Mn+]